5-(3-((4-Oxocyclohexyl)ethynyl)phenoxy)-1H-1,2,3-triazole-4-carboxylic acid O=C1CCC(CC1)C#CC=1C=C(OC2=C(N=NN2)C(=O)O)C=CC1